COC1=CC=2N(N=C1C1(COC1)C)C=CN2 7-methoxy-6-(3-methyloxetan-3-yl)imidazo[1,2-b]pyridazine